C(C)(C)(C)C1=NNC(N1C)=O 3-tert-butyl-4-methyl-1H-1,2,4-triazol-5(4H)-one